Bisphenol A dimethylacrylate CC(=CC(=O)O)C.OC1=CC=C(C=C1)C(C)(C)C1=CC=C(C=C1)O